1-(4-butylsulfanyl-3,5-dimethoxy-phenyl)propan-2-amine C(CCC)SC1=C(C=C(C=C1OC)CC(C)N)OC